C(C)OC(=O)C1C(CCC1)=O Ethyl-2-oxocyclopentanecarboxylate